[2H]C(OCC1=NN2C(N=CC=C2C(=O)N[C@@H]2C[C@@H](C2)OC(F)(F)F)=C1C(=O)N)([2H])[2H] 2-(trideuteriomethoxymethyl)-N7-[cis-3-(trifluoromethoxy)cyclobutyl]pyrazolo[1,5-a]pyrimidine-3,7-dicarboxamide